C(=O)C=1C=C(CNC(C)=O)C=CC1 N-(3-FORMYL-BENZYL)-ACETAMIDE